C(C)(C)N1C=CC=CC1=O 1-isopropyl-6-oxo-1,6-dihydropyridine